N-[(2,4-dimethoxyphenyl)methyl]-4-(propan-2-yl)-6-[3-(4,4,5,5-tetramethyl-1,3,2-dioxaborolan-2-yl)phenyl]phthalazin-1-amine COC1=C(C=CC(=C1)OC)CNC1=NN=C(C2=CC(=CC=C12)C1=CC(=CC=C1)B1OC(C(O1)(C)C)(C)C)C(C)C